(2S)-2-hydroxy-3-methyl-N-[(3R,5S)-5-methyl-1-[8-(trifluoromethyl)quinolin-5-yl]Piperidin-3-yl]Butyramide O[C@H](C(=O)N[C@H]1CN(C[C@H](C1)C)C1=C2C=CC=NC2=C(C=C1)C(F)(F)F)C(C)C